2-amino-5-(1'-isopropyl-3H-spiro[isobenzofuran-1,4'-piperidin]-5-yl)nicotinic acid methyl ester COC(C1=C(N=CC(=C1)C=1C=C2COC3(CCN(CC3)C(C)C)C2=CC1)N)=O